4-[[6-[[3-(4-fluorophenyl)-1-isopropyl-2,4-dioxo-pyrimidine-5-carbonyl]amino]-3-pyridyl]oxy]-N-[(4-methylmorpholin-2-yl)methyl]-1,7-naphthyridine-6-carboxamide FC1=CC=C(C=C1)N1C(N(C=C(C1=O)C(=O)NC1=CC=C(C=N1)OC1=CC=NC2=CN=C(C=C12)C(=O)NCC1CN(CCO1)C)C(C)C)=O